FC=1C=C(C=C(C1)C)N1N=C(C(=C1)C=O)C1=CNC=C1 1-(3-fluoro-5-methylphenyl)-3-(1H-pyrrol-3-yl)-1H-pyrazole-4-carbaldehyde